(2-fluoro-6-(trifluoromethyl)pyridin-3-yl)methanol FC1=NC(=CC=C1CO)C(F)(F)F